phenyl-(pyridin-4-yl)methanone C1(=CC=CC=C1)C(=O)C1=CC=NC=C1